(isoquinoline-6-yloxy)-2-methylpropanamide C1=NC=CC2=CC(=CC=C12)OC(C(=O)N)(C)C